FC1(CC(C1)C(C#C[Si](C)(C)C)=O)F 1-(3,3-difluorocyclobutyl)-3-(trimethylsilyl)prop-2-yn-1-one